ClC1=CC=2[C@@](C3=CC=CC=C3C2C=C1)(C(=O)N1[C@H]2CC([C@@H]([C@@H]1C(=O)N[C@H](C[C@H]1C(NCCC1)=O)C#N)CC2)(F)F)O (1R,3R,4R)-2-((S)-2-chloro-9-hydroxy-9H-fluorene-9-carbonyl)-N-((R)-1-cyano-2-((S)-2-oxopiperidin-3-yl)ethyl)-5,5-difluoro-2-azabicyclo[2.2.2]octane-3-carboxamide